N2-(4-Aminosulfonylphenyl)-5-methyl-N4-[1-(1-methylethyl)-1H-indazol-5-yl]-2,4-pyrimidinediamine NS(=O)(=O)C1=CC=C(C=C1)NC1=NC=C(C(=N1)NC=1C=C2C=NN(C2=CC1)C(C)C)C